(S)-cyclopentyl(6-(2-methyl-2H-pyrazolo[3,4-b]pyridin-5-yl)-1-benzothiophen-2-yl)methanol C1(CCCC1)[C@H](O)C=1SC2=C(C1)C=CC(=C2)C2=CC=1C(N=C2)=NN(C1)C